O=C1N(C[C@@H](C1)CCC)[C@H](C(=O)N)CC (S)-2-((R)-2-oxo-4-n-propyl-1-pyrrolidinyl)butyramide